Magnesium (methyl) bromide CBr.[Mg]